CN1C(N(C2=NC(=NC=C12)NC=1C=NC(=CC1C)C=1OC=CN1)C1CCOCC1)=O 7-methyl-2-((4-methyl-6-(oxazol-2-yl)pyridin-3-yl)amino)-9-(tetrahydro-2H-pyran-4-yl)-7,9-dihydro-8H-purin-8-one